Pyrazolo[1,2-a][1,2,4]triazine-3,6-dione C=1N2N(CC(N1)=O)C(C=C2)=O